(2R,4aR,7R)-12-chloro-7-((dimethylamino)methyl)-10-fluoro-11-(6-fluorobenzofuran-7-yl)-2-Methyl-2,3,4,4a,6,7-hexahydro-8-oxa-3,5a,9,13c-tetraazanaphtho[3,2,1-de]anthracene ClC1=CC2=C3C=4N(C[C@H](OC4N=C2C(=C1C1=C(C=CC=2C=COC21)F)F)CN(C)C)C[C@H]2CN[C@@H](CN23)C